(1R,3S,5S)-8-azabicyclo[3.2.1]octan-3-yl 5-cyclopropyl-3-[2-(trifluoromethoxy)phenyl]-1,2-oxazole-4-carboxylate C1(CC1)C1=C(C(=NO1)C1=C(C=CC=C1)OC(F)(F)F)C(=O)OC1C[C@H]2CC[C@@H](C1)N2